ethyl (Z)-3-oxo-3-phenyl-2-(2-(thiazol-2-yl)hydrazono)propanoate O=C(/C(/C(=O)OCC)=N/NC=1SC=CN1)C1=CC=CC=C1